ClC=1C=C2C(=CC(=NC2=CC1)C(F)(F)F)N[C@@H]1C[C@@H](CCC1)NC1=NN=C2N1C=C(C=C2)F (1S,3R)-N1-(6-chloro-2-trifluoromethylquinolin-4-yl)-N3-(6-fluoro-(1,2,4)triazolo(4,3-a)pyridin-3-yl)cyclohexane-1,3-diamine